C1(CC1)C1=NOC(=N1)C(C1CCN(CC1)C(=O)OC(C)(C)C)C1=CC=C(C=C1)F tert-Butyl 4-((3-cyclopropyl-1,2,4-oxadiazol-5-yl)(4-fluorophenyl)methyl)piperidine-1-carboxylate